2-amino-5-morpholinobenzene NC1=CC=C(C=C1)N1CCOCC1